CC1C=C(CC1C)O 3,4-dimethyl-cyclopentenol